FC1([C@@H]([C@H](CCC1)N1CCN(CC1)C(C)C)NC(CC1=C(C(=NC=C1)C1=CC(=CC(=C1)F)F)F)=O)F N-((1R,6S)-2,2-difluoro-6-(4-isopropylpiperazin-1-yl)cyclohexyl)-2-(2-(3,5-difluorophenyl)-3-fluoropyridin-4-yl)acetamide